naphtho-phosphole oxide C1=CP(C2=C1C1=CC=CC=C1C=C2)=O